5-(chloromethyl)-3-(4-fluoro-2-methylphenyl)-1,2,4-Oxadiazole ClCC1=NC(=NO1)C1=C(C=C(C=C1)F)C